C(#N)C=1C=C(C=C(C(=O)Cl)C1)C 5-cyano-3-methylbenzoyl chloride